OCC1C(CN(CC1)C=1C=NC=CC1)O 4-(hydroxymethyl)-1-(pyridin-3-yl)piperidin-3-ol